CC1=C(NC=C1C)C(=O)O 3,4-DIMETHYL-1H-PYRROLE-2-CARBOXYLIC ACID